(E)-7,11,13-hexadecatrienal C(CCCCC\C=C\CCC=CC=CCC)=O